BrC=1C=C(C(=NC1)Cl)OCC(=O)C1=CC=C(C=C1)C1CC1 ((5-bromo-2-chloropyridin-3-yl)oxy)-1-(4-cyclopropylphenyl)ethan-1-one